6-(1,1-difluoroethyl)-5-fluoropyridin-2-amine FC(C)(F)C1=C(C=CC(=N1)N)F